[Fe].C1(=CC=C(C=C1)C)C(C)C cymen iron